C(CCCCCCCCCCC)OC(CCCCC[N+](CCCCS(=O)(=O)[O-])(C)C)=O.C(C)OC1=NC=C(C(=O)NC2=CC(=CC=C2)[C@H](C)NC=2N=C3C(=NC2)NN=C3C)C=C1 (S)-6-ethoxy-N-(3-(1-((3-methyl-1H-pyrazolo[3,4-b]pyrazin-5-yl)amino)ethyl)phenyl)nicotinamide 4-((6-(Dodecyloxy)-6-oxohexyl)dimethylammonio)butane-1-sulfonate